OC1=C(C=CC(=C1)C(F)(F)F)C1=NN(C(=N1)C1=C(C=CC=C1)O)C1=C(C(=O)C2=CC=CC=C2)C=CC(=C1)Cl (3-(2-hydroxy-4-(trifluoromethyl)phenyl)-5-(2-hydroxyphenyl)-1H-1,2,4-triazole-1-yl)-4-chlorobenzophenone